[4-(imidazol-1-ylmethyl)phenyl]acetamide N1(C=NC=C1)CC1=CC=C(C=C1)CC(=O)N